1-methylol-5,5-dimethylhydantoin C(O)N1C(=O)NC(=O)C1(C)C